ClC=1C=C(C=CC1F)C(=O)C1CCN(CC1)C(C(F)(F)F)C (3-chloro-4-fluorophenyl)(1-(1,1,1-trifluoropropan-2-yl)piperidin-4-yl)methanone